methyl 9-((bicyclo[2.2.1]hept-5-en-2-ylmethyl) amino)-9-oxononanoate C12C(CC(C=C1)C2)CNC(CCCCCCCC(=O)OC)=O